O1C(=CC=C1)C(C(=O)OCCCCC)=C pentyl 2-furylacrylate